3-amino-N-(3-(4-amino-4-ethylpiperidin-1-yl)pyridin-2-yl)-6-(3-(trifluoromethyl)pyridin-2-yl)pyrazine-2-carboxamide NC=1C(=NC(=CN1)C1=NC=CC=C1C(F)(F)F)C(=O)NC1=NC=CC=C1N1CCC(CC1)(CC)N